2-((5-(3-Cyanophenyl)-2-((3-(pyrrolidin-1-carbonyl)phenyl)amino)pyrimidin-4-yl)amino)cyclohexan-1-carboxamid C(#N)C=1C=C(C=CC1)C=1C(=NC(=NC1)NC1=CC(=CC=C1)C(=O)N1CCCC1)NC1C(CCCC1)C(=O)N